CN1C=NC=2CNCCC21 1-methyl-4,5,6,7-tetrahydro-1H-imidazo[4,5-c]pyridine